N1=CN=CC2=C1C=CN=C2C(=O)[O-] pyrido[4,3-d]pyrimidine-5-carboxylate